3-acetyl-5,8-difluoro-2-((4-(pentafluoro-sulfanyl)benzyl)sulfinyl)quinolin-4(1H)-one C(C)(=O)C1=C(NC2=C(C=CC(=C2C1=O)F)F)S(=O)CC1=CC=C(C=C1)S(F)(F)(F)(F)F